NC1=CC=C(C=2CCOC21)C2=CN(C=1N=CN=C(C12)N(C(OC(C)(C)C)=O)C(=O)OC(C)(C)C)C1CC1 Tert-Butyl (5-(7-Amino-2,3-Dihydrobenzofuran-4-Yl)-7-Cyclopropyl-7H-Pyrrolo[2,3-D]Pyrimidin-4-Yl)(Tert-Butoxycarbonyl)Carbamate